benzyl (4-methylpiperidin-4-yl)methylcarbamate CC1(CCNCC1)CNC(OCC1=CC=CC=C1)=O